FC=1OC(OC1F)(C(F)(F)F)C(F)(F)F perfluoro(2,2-dimethyl-1,3-dioxole)